C(#N)C1CN(C1)S(=O)(=O)N1C[C@H](CCC1)C(=O)N1[C@H](CCC1)C(=O)N[C@@H](C)C1=CC(=C(C=C1)C)F 1-(((3S)-1-((3-cyano-1-azetidinyl)sulfonyl)-3-piperidinyl)carbonyl)-N-((1S)-1-(3-fluoro-4-methylphenyl)ethyl)-D-prolinamide